BrC1=C(C=CC=C1Cl)\N=N\N(CC)CC (1E)-1-(2-bromo-3-chlorophenyl)-3,3-diethyltriaz-1-ene